5a-(4-cyanophenyl)-7-((dimethylamino)methyl)-8,8a-dihydroxy-6-phenyl-5a,7,8,8a-tetrahydro-6H-cyclopenta[4,5]furo[3,2-b]pyridine-3-carbonitrile C(#N)C1=CC=C(C=C1)C12C(C3=NC=C(C=C3O1)C#N)(C(C(C2C2=CC=CC=C2)CN(C)C)O)O